4-amino-2-(4-(tert-butyl)-2-fluorophenyl)-6-methylpyrimidine-5-carboxylic acid NC1=NC(=NC(=C1C(=O)O)C)C1=C(C=C(C=C1)C(C)(C)C)F